ClC1=CC(=NC(=C1O)Cl)C(=O)NC1=C2C(N(C=NC2=CC=C1)C1(CC1)C1=C(C=CC=C1)F)=O 4,6-dichloro-N-(3-(1-(2-fluorophenyl)cyclopropyl)-4-oxo-3,4-dihydroquinazolin-5-yl)-5-hydroxypicolinamide